(±)-cis-O-(4-Phenylpyrrolidin-3-yl) isoquinolin-5-ylcarbamothioate C1=NC=CC2=C(C=CC=C12)NC(O[C@@H]1CNC[C@@H]1C1=CC=CC=C1)=S |r|